ethyl 4-{5-[ethyl(methylsulfonyl)amino]-2-phenoxyphenyl}-6-methyl-7-oxo-6,7-dihydro-1H-pyrrolo[2,3-d]pyridazine-2-carboxylate C(C)N(C=1C=CC(=C(C1)C=1C2=C(C(N(N1)C)=O)NC(=C2)C(=O)OCC)OC2=CC=CC=C2)S(=O)(=O)C